C(C)N(CCC=1C(=C(C=CC1)C1=NC(=C2N1CCCC2)C2=C(C=NC=C2)O)O)CC 4-(3-(3-(2-(Diethylamino)ethyl)-2-hydroxyphenyl)-5,6,7,8-tetrahydroimidazo[1,5-a]pyridin-1-yl)pyridin-3-ol